2-methyl-N-(1-(pyridin-3-yl)ethyl)quinazoline-4-carboxamide CC1=NC2=CC=CC=C2C(=N1)C(=O)NC(C)C=1C=NC=CC1